3-(piperazin-1-yl)pyrazin-2-amine N1(CCNCC1)C=1C(=NC=CN1)N